ClC1=C(C(=NN1C)C)C(=O)OCC ethyl 5-chloro-1,3-dimethyl-1H-pyrazole-4-carboxylate